C(CCC)[SnH](CCCC)CCCC tributyl-tin (IV) hydride